BrC1=C2CN(C(C2=CC=C1)=O)C1CC2C(C2C1)C(=O)O 3-(4-Bromo-1-oxoisoindolin-2-yl)bicyclo[3.1.0]hexane-6-carboxylic acid